tert-butyl (S)-5-chloro-8-((5-(difluoromethyl)-1-methyl-1H-1,2,3-triazol-4-yl) methoxy)-1-((2-oxopyrrolidin-1-yl) methyl)-3,4-dihydroisoquinoline-2(1H)-carboxylate ClC1=C2CCN([C@@H](C2=C(C=C1)OCC=1N=NN(C1C(F)F)C)CN1C(CCC1)=O)C(=O)OC(C)(C)C